COC(\C=C\C1=NC=C(C=C1O)Cl)=O.ClC=1C=C(C(=NC1)CCC(=O)OC)O methyl 3-(5-chloro-3-hydroxy-2-pyridyl)propanoate Methyl-(E)-3-(5-chloro-3-hydroxy-2-pyridyl)prop-2-enoate